ClC1=C(C(=CC=C1)F)CN1C(=NOC1=O)C(O)C1=C(C(=CC=C1)Cl)Cl 4-[(2-chloro-6-fluorophenyl)methyl]-3-[(2,3-dichlorophenyl)(hydroxy)methyl]-4,5-dihydro-1,2,4-oxadiazol-5-one